N-[(Z)-(4-bromophenyl)methylidene]-2-methylpropane-2-sulfinamide BrC1=CC=C(C=C1)\C=N/S(=O)C(C)(C)C